C=1CC=CC2=NC(C3=CC=CC=C3C12)=O phenanthridin-6(2H)-one